(S)-1-(3-(methoxymethylsulfonyl)phenoxy)-3-((R)-8-(quinolin-6-ylsulfonyl)-1-oxa-8-azaspiro[4.5]decan-3-ylamino)propan-2-ol COCS(=O)(=O)C=1C=C(OC[C@H](CN[C@H]2COC3(C2)CCN(CC3)S(=O)(=O)C=3C=C2C=CC=NC2=CC3)O)C=CC1